C(C)SC=1OC2=C(C=C(C=C2C(C1C)=O)C)[C@@H](C)NC1=C(C(=O)O)C=C(C=C1)F 2-[[(1R)-1-(2-ethylsulfanyl-3,6-dimethyl-4-oxo-chromen-8-yl)ethyl]amino]-5-fluoro-benzoic acid